C[C@H]1CN(C[C@@H](N1)C)C=1C=C(C=C2C(=NC(=NC12)C)C=1OC(=NN1)CC)S(=O)(=O)NC1(CC1)C 8-((3S,5S)-3,5-dimethylpiperazin-1-yl)-4-(5-ethyl-1,3,4-oxadiazol-2-yl)-2-methyl-N-(1-methylcyclopropyl)quinazoline-6-sulfonamide